C(C)(=O)N1CCC(CC1)N1C(N(C2=C1C=CC(=C2)F)CC2=CC=C(C=C2)C=2OC(=NN2)C(F)F)=O 1-(1-Acetylpiperidin-4-yl)-3-(4-(5-(difluoromethyl)-1,3,4-oxadiazol-2-yl)benzyl)-5-fluoro-1,3-dihydro-2H-benzo[d]imidazol-2-one